BrC1=CC=C(S1)C1OCCO1 2-(5-bromothiophen-2-yl)-1,3-dioxolane